methyl 7-methoxy-5-methylsulfanyl-4-oxo-1-[4-(trifluoromethoxy)phenyl]cinnoline-3-carboxylate COC1=CC(=C2C(C(=NN(C2=C1)C1=CC=C(C=C1)OC(F)(F)F)C(=O)OC)=O)SC